N-[5-(2-chloro-6-methyl-4-pyridinyl)-4-(3-cyanophenyl)thiazol-2-yl]-1-imino-1-oxo-1,4-thiazine-4-carboxamide ClC1=NC(=CC(=C1)C1=C(N=C(S1)NC(=O)N1C=CS(C=C1)(=O)=N)C1=CC(=CC=C1)C#N)C